FC(C(C(C(C(C(F)(F)F)(F)F)(F)F)(F)F)(F)F)(O)F perfluoro-hexane-1-ol